C(#N)C1=C(C2(C3=CC4=CC=CC=C4C3=C1)C=CC=C1C3=CC=CC=C3C=C12)C1=CC=CC=C1 cyanophenyl-spirobifluorene